O=C(CN1CCC(CC1)NC1=C2C=CC=NC2=C(C=C1)C(=O)NC1=CC=NC=C1)N1[C@@H](C[C@@H](C1)F)C#N 5-[[1-[2-oxo-2-[(2S,4S)-2-cyano-4-fluoro-pyrrolidin-1-yl]ethyl]-4-piperidyl]amino]-N-(4-pyridyl)quinoline-8-carboxamide